OC1=CC=C(C2=CC=CC=C12)C1=C2C(=NC(=C1C#N)N1CC3(CN(C3)C(C=C)=O)CC1)CC(OC2)(C)C 4-(4-hydroxy-1-naphthalenyl)-7,7-dimethyl-2-(2-(2-propenoyl)-2,6-diazaspiro[3.4]octan-6-yl)-7,8-dihydro-5H-pyrano[4,3-b]pyridine-3-carbonitrile